ClN=C=O chloroisocyanate